(S)-2-(3-Bromophenyl)-2-((4-methoxyphenyl)amino)-1-phenylethan-1-one BrC=1C=C(C=CC1)[C@@H](C(=O)C1=CC=CC=C1)NC1=CC=C(C=C1)OC